Tert-butyl (4R)-4-[6-amino-7-(4-bromophenyl)-8-oxopurin-9-yl]-3,3-difluoropiperidine-1-carboxylate NC1=C2N(C(N(C2=NC=N1)[C@H]1C(CN(CC1)C(=O)OC(C)(C)C)(F)F)=O)C1=CC=C(C=C1)Br